cobaltacetane [Co]CCCCCCCCCCCCCCC